F[C@H]1[C@H](C=2C(=C(SC2S(=O)(=O)C)N2C=CC3=CC=C(C=C23)F)C1)O (4S,5R)-5-fluoro-1-(6-fluoroindol-1-yl)-3-(methylsulfonyl)-5,6-dihydro-4H-cyclopenta[c]thiophen-4-ol